CCCC(=S)N 4-thiobutanamide